tert-butyl 3-((4-chloro-2-hydroxyphenyl)amino)pyrrolidine-1-carboxylate ClC1=CC(=C(C=C1)NC1CN(CC1)C(=O)OC(C)(C)C)O